2,5-dinitrobenzo[d]isothiazol-3(2H)-one 1,1-dioxide [N+](=O)([O-])N1S(C2=C(C1=O)C=C(C=C2)[N+](=O)[O-])(=O)=O